N-(4-Aminothiazol-2-yl)sulfonyl-6-tert-butyl-2-(2,4,6-trimethylphenoxy)pyridin-3-carboxamid NC=1N=C(SC1)S(=O)(=O)NC(=O)C=1C(=NC(=CC1)C(C)(C)C)OC1=C(C=C(C=C1C)C)C